pyridin-6-al N1=CC=CC=C1C=O